4-((3-acrylamidopropyl)dimethylammonio)butane-1-sulfonate C(C=C)(=O)NCCC[N+](CCCCS(=O)(=O)[O-])(C)C